4,4'-difluorobenzhydrol FC1=CC=C(C(C2=CC=C(C=C2)F)O)C=C1